N'-{(9-benzyl-1,5,9-triazacyclododecane-1,5-diyl)bis[methylene(2-hydroxy-5-methyl-3,1-phenylene)]}bis(2,3-dihydroxypropanamide) C(C1=CC=CC=C1)N1CCCN(CCCN(CCC1)CC=1C(=C(C=C(C1)C)C(C(=O)N)(CO)O)O)CC=1C(=C(C=C(C1)C)C(C(=O)N)(CO)O)O